tert-butyl N-[2-({4-[2,6-difluoro-4-(4-methoxy-6-methylpyridin-3-ylamino) phenoxy]-6-methoxyquinolin-7-yl} oxy) ethyl]-N-methylcarbamate FC1=C(OC2=CC=NC3=CC(=C(C=C23)OC)OCCN(C(OC(C)(C)C)=O)C)C(=CC(=C1)NC=1C=NC(=CC1OC)C)F